NC1=C(NOC2=C1C=CC=C2)N bis-aminobenzoxazine